2-(3'H-spiro(cyclopropane-1,1'-isobenzofuran)-6'-yl)acetic acid C12(OCC3=CC=C(C=C13)CC(=O)O)CC2